C(C)OC(=O)[C@H]1C2CCC([C@@H]1NC1=NC(=NN3C1=CC=C3NC(C)=O)C3=CN(C1=NC=C(C=C13)F)C1=C(C=CC=C1)C)CC2 (1R,2S,3S,4R)-3-((7-acetamido-2-(5-fluoro-1-tolyl-1H-pyrrolo[2,3-b]pyridin-3-yl)pyrrolo[2,1-f][1,2,4]triazin-4-yl)amino)bicyclo[2.2.2]octane-2-carboxylic acid ethyl ester